4-hydroxyphenyl-10,15,20-triphenylporphyrin OC1=CC=C(C=C1)C1=C2NC(=C1)C=C1C=CC(=N1)C(=C1C=CC(N1)=C(C=1C=CC(N1)=C2C2=CC=CC=C2)C2=CC=CC=C2)C2=CC=CC=C2